C=C1C(=NCOC1)C(=O)O 5-methylene-5,6-dihydro-2H-1,3-oxazine-4-carboxylic acid